5-chloro-2-(4-chlorophenyl)valeronitrile ClCCCC(C#N)C1=CC=C(C=C1)Cl